CNCCCCC=C N-methyl-5-hexene-1-amine